8-(1-{[2-(trimethylsilyl) ethoxy]Methyl}-1H-pyrazol-5-yl)-1,7-naphthyridin-4-yl trifluoromethanesulfonate FC(S(=O)(=O)OC1=CC=NC2=C(N=CC=C12)C1=CC=NN1COCC[Si](C)(C)C)(F)F